C(C1=CC=CC=C1)(=O)NCCS(=O)(=O)C1=CC=C(C=C1)S(=O)(=O)C1=CC=C(S1)CNC(OC(C)(C)C)=O tert-butyl ((5-((4-((2-benzamidoethyl)sulfonyl)phenyl)sulfonyl)thiophen-2-yl)methyl)carbamate